ruthenium bis(1,5-cyclooctadiene) chloride [Cl-].C1=CCCC=CCC1.C1=CCCC=CCC1.[Ru+3].[Cl-].[Cl-]